C(#N)C1=C(SC2=C1C(=NC=C2F)C=2C1=C(C=3C=NC(=NC3C2F)OCC2(CC2)CN2C[C@@H](CC2)F)COC1)NC(OC(C)(C)C)=O tert-Butyl (3-cyano-7-fluoro-4-(5-fluoro-3-((1-(((R)-3-fluoropyrrolidin-1-yl)methyl)cyclopropyl)meth-oxy)-7,9-dihydrofuro[3,4-f]quinazolin-6-yl)thieno[3,2-c]pyridin-2-yl)carbamate